C(C)OC(=O)C1=C(N=C(S1)NC1=NC(=C(C(=N1)N1CCC(CC1)O)C)N1CCC(CC1)O)C 2-[4,6-bis-(4-hydroxy-piperidin-1-yl)-5-methylpyrimidin-2-ylamino]-4-methylthiazole-5-carboxylic acid ethyl ester